O\N=C(\N)/N1CCOCC1 (Z)-N'-hydroxymorpholine-4-carboxamidine